FC(C=1C=C(C=C(C1)F)C=1C(=NC(=NC1)NC=1C=NN(C1)C)NC=1C=C(C=CC1F)NC(C=C)=O)F N-(3-((5-(3-(difluoromethyl)-5-fluorophenyl)-2-((1-methyl-1H-pyrazol-4-yl)amino)pyrimidin-4-yl)amino)-4-fluorophenyl)acrylamide